ClC=1C(=C(C=C(C1)C1=C(C=CC=C1C)C)[C@H](CC(=O)O)NC(C(CC(C)C)N1C(C=C(C(=C1)CCN1CC(C1)OC)C(F)(F)F)=O)=O)F (3S)-3-(5-chloro-4-fluoro-2',6'-dimethyl-[1,1'-biphenyl]-3-yl)-3-(2-(5-(2-(3-methoxyazetidin-1-yl)ethyl)-2-oxo-4-(trifluoromethyl)pyridin-1(2H)-yl)-4-methylpentanamido)propanoic acid